1-(2-ethoxy-ethyl)-2-piperidin-4-yl-1H-benzimidazole C(C)OCCN1C(=NC2=C1C=CC=C2)C2CCNCC2